O1CCC(CC1)C1=NC=C2NC=NC2=N1 (tetrahydro-2H-pyran-4-yl)-7H-purine